N-{[5-chloro-6-(5-methoxy-2-pyrazinyl)-2-indolyl]methyl}1-difluoromethoxycyclopropanecarboxamide ClC=1C=C2C=C(NC2=CC1C1=NC=C(N=C1)OC)CNC(=O)C1(CC1)OC(F)F